5-(4-chlorophenyl)-2-(4-(3-fluorophenoxy)phenyl)-4-methyl-1H-imidazole ClC1=CC=C(C=C1)C1=C(N=C(N1)C1=CC=C(C=C1)OC1=CC(=CC=C1)F)C